C(C)[C@@]1(CC[C@@]2(C3=CC[C@]4(CCC[C@H]4[C@@H]3C(C[C@H]2C1)[C@H](C)CC[C@H](C(C)C)O)C)C)O (3S,5S,8S,10S,13R,14S,17R)-3-ethyl-l-7-((2R,5R)-5-hydroxy-6-methylheptan-2-yl)-10,13-dimethyl-2,3,4,5,6,7,8,10,12,13,14,15,16,17-tetradecahydro-1H-cyclopenta[a]phenanthren-3-ol